(diethylaminosilyl)amine C(C)N(CC)[SiH2]N